COC(C1=CC=C(C=C1)C(NC1=CC2=C(NC(=N2)C2=CC=C(C=C2)Cl)C=C1)=O)=O 4-((2-(4-Chlorophenyl)-1H-benzimidazol-5-yl)carbamoyl)benzoic acid methyl ester